CC(C)N(C(C1=CC=CC=C1)=O)C(C)C (E)-N,N-di(propan-2-yl)benzamide